F[C@H](CNC(=O)C=1C(=C2C(=NC1)SC(=C2)C=2C=NC=CC2)NC(C)C)C(C)(C)O (R)-N-(2-fluoro-3-hydroxy-3-methylbutyl)-4-(isopropylamino)-2-(pyridin-3-yl)thieno[2,3-b]pyridine-5-carboxamide